NC=1C2=C(N=CN1)N(C=C2)[C@@H]2C=C([C@H]1OC(O[C@H]12)(C)C)C(C)OC1=CC(=C2C=C(C(=NC2=C1)NCC1=CC=C(C=C1)OC)Cl)F 7-(1-((3aS,4R,6aR)-4-(4-amino-7H-pyrrolo[2,3-d]pyrimidin-7-yl)-2,2-dimethyl-3a,6a-dihydro-4H-cyclopenta[d][1,3]dioxol-6-yl)ethoxy)-3-chloro-5-fluoro-N-(4-methoxybenzyl)quinolin-2-amine